C(C1=CC=CC=C1)N1C2=NC=NC(=C2N=C1C1=C(C=C(OCCN2[C@@H]3CN([C@H](C2)CC3)C(=O)OC(C)(C)C)C=C1)Cl)OC1(CC1)C tert-butyl (1S,4S)-5-(2-(4-(9-benzyl-6-(1-methylcyclopropoxy)-9H-purin-8-yl)-3-chlorophenoxy)ethyl)-2,5-diazabicyclo[2.2.2]octane-2-carboxylate